N-(1-(2,4-difluorobenzyl)-6-(7-hydroxy-1-methyl-1H-pyrrolo[2,3-c]pyridin-3-yl)-1H-indol-4-yl)ethanesulfonamide FC1=C(CN2C=CC3=C(C=C(C=C23)C2=CN(C3=C(N=CC=C32)O)C)NS(=O)(=O)CC)C=CC(=C1)F